(3R)-8-[4-[(1S,2S)-6-hydroxy-2-phenyl-tetralin-1-yl]-3-methoxy-phenyl]-1-oxa-8-azaspiro[4.5]decane-3-carbaldehyde OC=1C=C2CC[C@@H]([C@@H](C2=CC1)C1=C(C=C(C=C1)N1CCC2(C[C@H](CO2)C=O)CC1)OC)C1=CC=CC=C1